methyl 4-((phosphonooxy)methyl)benzoate P(=O)(O)(O)OCC1=CC=C(C(=O)OC)C=C1